3-ethyl-3-(octadecyloxymethyl)oxetane C(C)C1(COC1)COCCCCCCCCCCCCCCCCCC